3,3,3-trifluoro-1-iodo-1-propene FC(C=CI)(F)F